tertbutyl 4-(4,4,5,5-tetramethyl-1,3,2-dioxaborolan-2-yl)-3,6-dihydro-2H-pyridine-1-carboxylate CC1(OB(OC1(C)C)C=1CCN(CC1)C(=O)OC(C)(C)C)C